3-(bis(2,4,6-trimethylphenyl)-2-imidazolidinylidene)dichloro-(phenylmethylene)(tribenzylphosphine) ruthenium [Ru].CC1=C(C(=CC(=C1)C)C)N1C(N(CC1)C1=C(C=C(C=C1C)C)C)=C1CC(=CC=C1)C=C(C1=C(C(=CC=C1)Cl)Cl)P(CC1=CC=CC=C1)CC1=CC=CC=C1